2-[2-(4-cyanophenyl)-1-[3-(trifluoromethyl)phenyl]ethylidene]-N-[4-(difluoromethoxy)phenyl]-hydrazine-carboxamide C(#N)C1=CC=C(C=C1)CC(C1=CC(=CC=C1)C(F)(F)F)=NNC(=O)NC1=CC=C(C=C1)OC(F)F